O=C[C@H](O)[C@@H](O)[C@H](O)[C@H](O)C=O glucohexodialdose